2-(5-(4-butylphenyl)-1H-pyrrol-2-yl)-6-nitroquinoline-4-carboxylic acid C(CCC)C1=CC=C(C=C1)C1=CC=C(N1)C1=NC2=CC=C(C=C2C(=C1)C(=O)O)[N+](=O)[O-]